1-phenyl-propene C1(=CC=CC=C1)C=CC